C(C)(C)C=1C=2N(C=CC1)N=C(C2)[C@H]2N(CCC1=C2N=CN1)C(=O)C=1OC(=NN1)C=1C=NN(C1)C(F)(F)F (S)-(4-(4-isopropylpyrazolo[1,5-a]pyridin-2-yl)-1,4,6,7-tetrahydro-5H-imidazo[4,5-c]pyridin-5-yl)(5-(1-(trifluoromethyl)-1H-pyrazol-4-yl)-1,3,4-oxadiazol-2-yl)methanone